CN(CCN(C1=C(C=C(C=C1)NC1=NC=C(C(=N1)C1=CN(C2=CC=C(C=C12)F)CC)C(F)(F)F)NC(C)=O)C)C N-(2-((2-(dimethylamino)ethyl)(methyl)amino)-5-((4-(1-ethyl-5-fluoro-1H-indol-3-yl)-5-(trifluoromethyl)pyrimidin-2-yl)amino)phenyl)acetamide